CC1=C(N=NC(=C1C)N1CC=2C=C(C=NC2CC1)C=1C=NC=CC1)C#N 4,5-dimethyl-6-[3-(3-pyridyl)-7,8-dihydro-5H-1,6-naphthyridin-6-yl]pyridazine-3-carbonitrile